α-hydroxybutyric acid OC(C(=O)O)CC